ClC=1C(=NC2=CC(=CC=C2N1)OC1=CC2=C(N=C(N2)C)C=C1)C=1C=NN(C1)CC1C2COCC12 chloro-7-[(2-methyl-3H-benzimidazol-5-yl)oxy]-2-[1-(3-oxabicyclo[3.1.0]hexan-6-ylmethyl)pyrazol-4-yl]quinoxaline